(3-Fluorophenyl)-2-((((1s,4S)-4-methoxycyclohexyl)-methyl)amino)ethan-1-ol FC=1C=C(C=CC1)C(CNCC1CCC(CC1)OC)O